C(CCC)NC(=O)NC=1C=C(C=2N(C1)C(=C(N2)C)C)NCC2=C(C=CC=C2C)C 1-Butyl-3-(8-((2,6-dimethylbenzyl)amino)-2,3-dimethylimidazo[1,2-a]pyridin-6-yl)urea